oxoxet O1OC=C1